5-methyl-2-pyridine-sulfonamide CC=1C=CC(=NC1)S(=O)(=O)N